BrC1=CC=C2C(=NC(=NC2=C1)NN)N(C1=CC=CC=C1)C 7-bromo-2-hydrazinyl-N-methyl-N-Phenylquinazolin-4-amine